(S)-2-[6-chloro-2-[1-methyl-3-(trifluoromethyl)pyrazole-4-carbonyl]-3,4-dihydro-1H-isoquinolin-8-yl]Pyrrolidine-1-carboxylic acid tert-butyl ester C(C)(C)(C)OC(=O)N1[C@@H](CCC1)C=1C=C(C=C2CCN(CC12)C(=O)C=1C(=NN(C1)C)C(F)(F)F)Cl